CSSCC=1OC=CC1 2-(methyldisulfanylmethyl)furan